C=C1C=2N(CCCC1)N=CC2 4-methylene-5,6,7,8-tetrahydro-4H-pyrazolo[1,5-a]azepine